4-[[3-(3,5-difluorophenyl)-5-methyl-4H-isoxazole-5-carbonyl]amino]tetrahydrofuran-2-carboxylic acid methyl ester COC(=O)C1OCC(C1)NC(=O)C1(CC(=NO1)C1=CC(=CC(=C1)F)F)C